COCCOC1=CC=2N(C=C1)C(=CN2)C2=CC(=NC=N2)NCC2=CC=C(C=C2)C2=NN(C=C2)C 6-[7-(2-methoxyethoxy)imidazo[1,2-a]pyridin-3-yl]-N-{[4-(1-methyl-1H-pyrazol-3-yl)phenyl]methyl}pyrimidin-4-amine